(6-((dimethylamino)methyl)-5-(tetrahydrofuran-3-yl)pyridin-2-yl)carbamic acid tert-butyl ester C(C)(C)(C)OC(NC1=NC(=C(C=C1)C1COCC1)CN(C)C)=O